C(C)(=O)C=1C=C(C2CO2)C=CC1 3-acetyl-styrene oxide